CS(=O)(=O)NCCCC#CCC=1C=CC2=C(OC([C@H]3[C@H]2CC(=CC3)C)(C)C)C1 (6aR,10aR)-3-(1-methanesulfonylamino-4-hexyn-6-yl)-6a,7,10,10a-tetrahydro-6,6,9-trimethyl-6H-dibenzo[b,d]pyran